3-((3-carboxyl-2-hydroxy-4-methoxy-6-methylbenzoyl)oxy)-5-formyl-4,6-dihydroxyl-2-methylbenzoic acid C(=O)(O)C=1C(=C(C(=O)OC=2C(=C(C(=O)O)C(=C(C2O)C=O)O)C)C(=CC1OC)C)O